6-((cyclopropanecarbonyl)imino)-4-((2-methoxy-3-(2-methyl-2H-tetrazol-5-yl)phenyl)amino)-N-(methyl-d3)-1,6-dihydropyridine-3-carboxamide C1(CC1)C(=O)N=C1C=C(C(=CN1)C(=O)NC([2H])([2H])[2H])NC1=C(C(=CC=C1)C=1N=NN(N1)C)OC